FC=1C2(OC3=CC=CC=C3C1)CN(C2)C(=O)NCC=2C=C1C=CN(C1=CC2)C fluoro-N-[(1-methyl-1H-indol-5-yl)methyl]spiro[azetidine-3,2'-chromen]-1-carboxamide